2,5,4'-tricarboxybiphenyl C(=O)(O)C1=C(C=C(C=C1)C(=O)O)C1=CC=C(C=C1)C(=O)O